3-(4-oxo-2-(piperidin-4-yl)-4H-thieno[2,3-c]pyrrol-5(6H)-yl)piperidine-2,6-dione O=C1C2=C(CN1C1C(NC(CC1)=O)=O)SC(=C2)C2CCNCC2